O=C1CCC(C12CCC(CC2)C(=O)OCC)=O Ethyl 1,4-dioxospiro[4.5]decane-8-carboxylate